tert-butyl 4-(4-(4-(methylsulfonyl)benzoyloxy)phenyl)-1H-imidazole-1-carboxylate CS(=O)(=O)C1=CC=C(C(=O)OC2=CC=C(C=C2)C=2N=CN(C2)C(=O)OC(C)(C)C)C=C1